3-(4-fluorophenyl)-1-methyl-2,4-dioxo-1,2,3,4-tetrahydropyrimidin FC1=CC=C(C=C1)N1C(N(C=CC1=O)C)=O